ClC1=CN=C(S1)NC(C(C1=CC=C(C=C1)C=1N=NN(N1)CC)C1CC(CC1)(F)F)=O N-(5-Chlorothiazol-2-yl)-2-(3,3-difluorocyclopentyl)-2-(4-(2-ethyl-2H-tetrazol-5-yl)phenyl)acetamide